S1C=C(C=C1)C(C(=O)O)CCC1=CC=CC=C1 (3-thienyl)-4-phenylbutyric acid